sulfinyl-diphenol S(=O)(C1=C(C=CC=C1)O)C1=C(C=CC=C1)O